C(#N)C=1C=C(C=CC1)C=1N=C(SC1C1=CC(=NC(=C1)C)C)NC(=O)N1CCS(CC1)(=O)=N N-[4-(3-Cyanophenyl)-5-(2,6-dimethyl-4-pyridyl)thiazol-2-yl]-1-imino-1-oxo-1,4-thiazinan-4-carboxamid